ClC1=C(C(=CC=C1)Cl)C1CN(C1)C1=CC=C(CN2CC(C2)C(=O)O)C=C1 (4-(3-(2,6-dichlorophenyl)azetidin-1-yl)benzyl)azetidine-3-carboxylic acid